(((1S,13'S)-6-CHLORO-13'-HYDROXY-10'-METHYL-11'-OXO-3,4-DIHYDRO-2H-SPIRO[NAPHTHALENE-1,20'-[18]OXA[1,10]DIAZATRICYCLO[12.7.2.017,22]TRICOSA[14,16,22]TRIEN]-13'-YL)METHOXY)ACETIC ACID ClC=1C=C2CCC[C@]3(COC4=CC=C5[C@](CC(N(CCCCCCCCN(C3)C4=C5)C)=O)(O)COCC(=O)O)C2=CC1